FC1=C(OC2=C(C=C(C(=C2)C2CCNCC2)NS(=O)(=O)CC)C2=CC(=[N+](C(=C2)C)[O-])C)C=CC(=C1)F 4-(2-(2,4-Difluorophenoxy)-5-(ethylsulfonylamino)-4-(piperidin-4-yl)phenyl)-2,6-dimethylpyridine 1-oxide